N-[(3S)-9-fluoro-2-oxo-5-phenyl-1,3-dihydro-1,4-benzodiazepin-3-yl]-2-(2-fluorophenyl)-6-(methoxymethyl)-6,7-dihydro-5H-pyrazolo[5,1-b][1,3]oxazine FC1=CC=CC=2C(=N[C@H](C(NC21)=O)N2C(C=C1OCC(CN12)COC)C1=C(C=CC=C1)F)C1=CC=CC=C1